ClC=1C=C(C=CC1C)C=1N=C(SC1C)NC(CC1=CC=C(OC2=NC=CC=C2C(=O)N)C=C1)=O 2-(4-(2-((4-(3-chloro-4-methylphenyl)-5-methylthiazol-2-yl)amino)-2-oxoethyl)phenoxy)pyridine-3-carboxamide